C(CCCCCCCCCCCCCCC)(=O)O[C@@H](C[N+](C)(C)C)CC([O-])=O mono-L-carnitine palmitate